(3-bromo-4-fluorophenyl)-4-((2-(2-benzenesulfonylguanidino)ethyl)amino)-N'-hydroxy-1,2,5-oxadiazole-3-carboxamidine BrC=1C=C(C=CC1F)NC(=NO)C1=NON=C1NCCNC(=NS(=O)(=O)C1=CC=CC=C1)N